BrC1=CC(=C(C=C1C)CC(=O)OC)F methyl 2-(4-bromo-2-fluoro-5-methyl-phenyl)acetate